ClC1=CC(=C(C=N1)NC(C1=C(C=CC(=C1)C(F)(F)F)NC1=C(C=C(C=C1)F)C)=O)C N-(6-chloro-4-methylpyridin-3-yl)-2-((4-fluoro-2-methylphenyl)-amino)-5-(trifluoromethyl)-benzamide